C(C)OCOC=1C=C(C=O)C=CC1C=1N=NC(=CC1C)N[C@H]1CNCCC1 (R)-3-(ethoxymethoxy)-4-(4-methyl-6-(piperidin-3-ylamino)pyridazin-3-yl)benzaldehyde